((4-nitrophenoxy)(phenoxy)phosphoryl)-L-alanine benzyl ester C(C1=CC=CC=C1)OC([C@@H](NP(=O)(OC1=CC=CC=C1)OC1=CC=C(C=C1)[N+](=O)[O-])C)=O